C(C)SC1=NN=NN1 5-(ethylsulfanyl)-1H-tetrazole